2-(1-bromotricyclo[4.2.2.03,8]dec-6-yl)-4,6-diphenyl-1,3,5-triazine BrC12CC3CCC(CC31)(CC2)C2=NC(=NC(=N2)C2=CC=CC=C2)C2=CC=CC=C2